C(CC)C1CCC(CC1)C1CCC(CC1)CC trans-4-propyl-4'-ethyl-1,1'-bicyclohexane